O=C1N2C(N=NN1CCOC(F)(F)F)=C(N=C2)C(=O)OC2=CC=CC=C2 Phenyl 4-oxo-3-(2-(trifluoromethoxy)ethyl)-3,4-dihydroimidazo[5,1-d][1,2,3,5]tetrazine-8-carboxylate